7-chloro-3-(2-chloro-3-(pyrimidine-2-yl)phenyl)pteridine-2,4(1H,3H)-dione ClC1=CN=C2C(N(C(NC2=N1)=O)C1=C(C(=CC=C1)C1=NC=CC=N1)Cl)=O